3-(7-fluoro-1H-indol-3-yl)propanoic acid FC=1C=CC=C2C(=CNC12)CCC(=O)O